C1(=CC=CC=C1)C(C)(CCC(C)(O)C1=CC=CC=C1)O (l)-2,5-diphenylhexane-2,5-diol